([(2R)-2-aminopropyl]sulfanylmethyl)-1-methyl-1,2,3-benzotriazol-4-amine N[C@@H](CSCC1=C(C2=C(N(N=N2)C)C=C1)N)C